2-(2-((2-butylheptyl)oxy)ethoxy)ethane-1-ol C(CCC)C(COCCOCCO)CCCCC